C(C=C)(=O)N1[C@@H](C[C@H](CC1)N1C=NC=2C(=NC=3C(=C(C(=CC3C21)Cl)C2=C1C=NNC1=CC(=C2C)Cl)F)N2CC(C2)N(C)C)CC#N ((2S,4S)-1-acryloyl-4-(8-chloro-7-(6-chloro-5-methyl-1H-indazol-4-yl)-4-(3-(dimethylamino)azetidin-1-yl)-6-fluoro-1H-imidazo[4,5-c]quinolin-1-yl)piperidin-2-yl)acetonitrile